5-Phenyl-1H-pyrazole-3-carboxylic acid {2-oxo-2-[3-(3-trifluoromethyl-phenoxy)-pyrrolidin-1-yl]-ethyl}-amide O=C(CNC(=O)C1=NNC(=C1)C1=CC=CC=C1)N1CC(CC1)OC1=CC(=CC=C1)C(F)(F)F